COC1=CC=C(CCl)C=C1 4-(methoxy)benzyl chloride